N=1C=CN2C1C(CCC2)N 5,6,7,8-tetrahydroimidazo[1,2-a]pyridin-8-ylamine